5-[2-(1,2,3,4,4a,5,6,7,8,8a-decahydroisoquinolin-2-yl)-2-oxoethyl]-1-[(4-methylphenyl)methyl]pyrrolidine-2-one C1N(CCC2CCCCC12)C(CC1CCC(N1CC1=CC=C(C=C1)C)=O)=O